C(C=C)C1C(=O)OCCC1 allyl-δ-valerolactone